C(#N)C1CN(C1)C(=O)O.C(C)(C)C1=NC2=CC=C(C=C2NC1=O)CN1CCN(CC1)C=1C=CC(=NC1C)C(=O)NC([2H])([2H])[2H] 5-(4-((2-isopropyl-3-oxo-4H-quinoxalin-6-yl)methyl)piperazin-1-yl)-6-methyl-N-(methyl-d3)pyridine-2-carboxamide 3-cyanoazetidine-1-carboxylate